NC1=C2C(=NC=N1)N(N=C2C2=CC(=C(C=C2)NC(=O)NC2=NOC(=C2)C2(CC2)C(F)(F)F)F)COCC[Si](C)(C)C 1-(4-(4-amino-1-((2-(trimethylsilyl)ethoxy)methyl)-1H-pyrazolo[3,4-d]pyrimidin-3-yl)-2-fluorophenyl)-3-(5-(1-(trifluoromethyl)cyclopropyl)isoxazol-3-yl)urea